(2-(2,6-dioxopiperidin-3-yl)-4-fluoropyridin-3-yl)methyl methanesulfonate CS(=O)(=O)OCC=1C(=NC=CC1F)C1C(NC(CC1)=O)=O